FC(CC1=C(C=CC=C1F)C1OCCO1)F 2-(2-(2,2-difluoroethyl)-3-fluorophenyl)-1,3-dioxolane